C(C)(=O)N1CC(CC1)C1=CC=C2C(=CC=NC2=C1)OC1=CC=C(C=C1)NC(=O)C1(CC1)C(=O)NC1=CC=C(C=C1)F 1-N-[4-[7-(1-acetylpyrrolidin-3-yl)quinolin-4-yl]oxyphenyl]-1-N'-(4-fluorophenyl)cyclopropane-1,1-dicarboxamide